CC=1C=C(C=CC1)C(C(C(=O)OCC)Br)Br ethyl 3-(3-methylphenyl)-2,3-dibromopropionate